2,4,5-Trichloropyrimidine ClC1=NC=C(C(=N1)Cl)Cl